biotin sodium 2,5-dioxo-3-(trioxidanylthio)pyrrolidin-1-yl-6-(5-((3aS,6aR)-2-oxohexa-hydro-1H-thieno[3,4-d]imidazol-4-yl)pentan-amido)hexanoate O=C1N(C(CC1SOOO)=O)C(C(=O)[O-])CCCCNC(CCCCC1SC[C@@H]2NC(N[C@@H]21)=O)=O.[Na+].OC(=O)CCCC[C@@H]2SC[C@@H]1NC(=O)N[C@H]21